N1(CCOCC1)C(COC1=CC=C(C=C1)C1=NC2=C(N1)C=CC(=C2)C#N)=O 2-[4-(2-Morpholin-4-yl-2-oxo-ethoxy)-phenyl]-1H-benzoimidazole-5-carbonitrile